C(C1=CC=CC=C1)N(C=1C=2N(N=C(C1)NC[C@@H]1[C@H](CN(CC1)C(=O)OC(C)(C)C)O)C(=CN2)C(C)C)C(=O)OC(C)(C)C tert-butyl (3R,4R)-4-{[(8-{benzyl[(tert-butoxy)carbonyl]amino}-3-(propan-2-yl)imidazo[1,2-b]pyridazin-6-yl)amino]methyl}-3-hydroxypiperidine-1-carboxylate